[C@H]12CN(C[C@H](CC1)N2)C2=NC(=NC1=C(C(=C(C=C21)F)C=2C=C(C=C1C=CC=C(C21)C#N)O)F)OC[C@]21CCCN1C[C@@H](C2)F 8-(4-((1R,5S)-3,8-Diazabicyclo[3.2.1]octan-3-yl)-6,8-difluoro-2-(((2R,7aS)-2-fluorotetrahydro-1H-pyrrolizin-7a(5H)-yl)methoxy)quinazolin-7-yl)-6-hydroxy-1-naphthonitrile